fluorohept-2-ene FCC=CCCCC